N-[(4-methoxyphenyl)methyl]-N-methyl-6-[[5-(trifluoromethyl)-2-pyridyl]amino]-5-vinyl-pyridine-3-sulfonamide COC1=CC=C(C=C1)CN(S(=O)(=O)C=1C=NC(=C(C1)C=C)NC1=NC=C(C=C1)C(F)(F)F)C